COC=1C=CC=2C3=C(C=NC2C1)N=CN3CC3=CC(=CC=C3)SC 7-methoxy-1-[(3-methylsulfanylphenyl)methyl]imidazo[4,5-c]quinoline